ethyl 8-oxo-2,2-dimethyloctanoate O=CCCCCCC(C(=O)OCC)(C)C